2-amino-4-(butylamino)-6-(4-(morpholinomethyl)benzyl)pyrimidine NC1=NC(=CC(=N1)NCCCC)CC1=CC=C(C=C1)CN1CCOCC1